CC12C(C(N(CC1)CC2)C(=O)OCC)=O Ethyl 4-methyl-3-oxo-1-azabicyclo[2.2.2]octane-2-carboxylate